(S)-tert-butyl-(4-bromo-1-(4-nitrophenyl)-3-oxobutan-2-yl)-carbamate C(C)(C)(C)OC(N[C@@H](CC1=CC=C(C=C1)[N+](=O)[O-])C(CBr)=O)=O